8-(2-(difluoromethyl)phenyl)-9-(4-((1-(3-fluoropropyl)azetidin-3-ylidene)methyl)phenyl)-6,7-dihydro-5H-benzo[7]annulene-3-carboxylic acid FC(C1=C(C=CC=C1)C=1CCCC2=C(C1C1=CC=C(C=C1)C=C1CN(C1)CCCF)C=CC(=C2)C(=O)O)F